3,4-dichloro-2-fluoro-aniline ClC=1C(=C(N)C=CC1Cl)F